C[C@@]1([C@](C(=O)O)(O)O[C@H]([C@@H]([C@H]1OC(C)=O)NC(C)=O)[C@H](OC(C)=O)[C@H](OC(C)=O)COC(C)=O)F.C1(=CC=CC=C1)N=C(C(F)(F)F)O (N-Phenyl)-2,2,2-trifluoroacetimidate [methyl 5-acetamido-4,7,8,9-tetra-O-acetyl-3,5-dideoxy-3-fluoro-D-erythro-α-L-manno-non-2-ulopyranosonate]